(7-Bromo-1-oxo-3,4-dihydroisoquinolin-2(1H)-yl)acetic acid tert-butyl ester C(C)(C)(C)OC(CN1C(C2=CC(=CC=C2CC1)Br)=O)=O